COC=1N(C=2C(=NC=CC2)N1)C(=O)NCCCCC1=CC=CC=C1 2-Methoxy-N-(4-phenylbutyl)-1H-imidazo[4,5-b]pyridine-1-carboxamide